OCC(\C=C/C=C/CCCCCCCCCCCC)N 1-hydroxy-2-amino-(cis,trans)-3,5-octadecadiene